C(C)(C)(C)OC(=O)N1CCC(CC1)N1N=NC(=C1C)C=1C=C(C=2N(C1)N=CC2Cl)OC(COCC2=CC=CC=C2)C2=NC=C(C=C2)F 4-[4-[4-[2-Benzyloxy-1-(5-fluoro-2-pyridinyl)ethoxy]-3-chloro-pyrazolo[1,5-a]pyridin-6-yl]-5-methyl-triazol-1-yl]piperidine-1-carboxylic acid tert-butyl ester